(S)-N-(2-methylimidazo[1,2-a]pyrimidin-6-yl)-4-(3-methylpiperazin-1-yl)-2,3-dihydro-1H-pyrrolo[2,3-b]pyridine-1-carboxamide 2,2,2-trifluoroacetate FC(C(=O)O)(F)F.CC=1N=C2N(C=C(C=N2)NC(=O)N2CCC=3C2=NC=CC3N3C[C@@H](NCC3)C)C1